(5-(2-Nitropropyl)pyrrol-2-yl)(4-(5-(trifluoromethyl)pyrimidin-2-yl)piperazin-1-yl)methanone [N+](=O)([O-])C(CC1=CC=C(N1)C(=O)N1CCN(CC1)C1=NC=C(C=N1)C(F)(F)F)C